8-fluoro-7-(8-fluoronaphthalen-1-yl)-2-((hexahydro-1H-pyrrolizin-7a-yl)methoxy)-4-(6-azaspiro[3.5]non-6-yl)pyrido[4,3-d]pyrimidine FC1=C(N=CC2=C1N=C(N=C2N2CC1(CCC1)CCC2)OCC21CCCN1CCC2)C2=CC=CC1=CC=CC(=C21)F